methyl-N-(4-((4-methylpiperazin-1-yl)methyl)-3-(trifluoromethyl)phenyl)-3-(quinolin-6-yl)benzamide CC1=C(C(=O)NC2=CC(=C(C=C2)CN2CCN(CC2)C)C(F)(F)F)C=CC=C1C=1C=C2C=CC=NC2=CC1